FC(CN(C=1SC(=CN1)C(=O)NC=1C(=CC(=C(C(=O)O)C1)F)C)C(=O)OC(C)(C)C)F 5-[[2-[2,2-difluoroethyl-[(2-methylpropan-2-yl)oxycarbonyl]amino]-1,3-thiazole-5-carbonyl]amino]-2-fluoro-4-methylbenzoic acid